CS(=O)(=O)C1=CC(=C(C=C1)NCC#CC=1N(C2=CC=CC(=C2C1)NC1CCN(CC1)CCO)CC(F)(F)F)OC 2-{4-[(2-{3-[(4-methanesulfonyl-2-methoxyphenyl)amino]prop-1-yn-1-yl}-1-(2,2,2-trifluoroethyl)-1H-indol-4-yl)amino]piperidin-1-yl}ethan-1-ol